tert-butyl(2-(4-(2-oxo-6-(trifluoromethyl)-1,2-dihydropyridine-3-carboxamido)-3,4-dihydroisoquinolin-2(1H)-yl)ethyl)carbamate C(C)(C)(C)OC(NCCN1CC2=CC=CC=C2C(C1)NC(=O)C=1C(NC(=CC1)C(F)(F)F)=O)=O